C(C)(C)(C)C1=NC=CC(=C1)C(C)(C)C 2,4-di-t-butylpyridine